OCC(CO)NC(CCCCCCC\C=C/CCCCCCCC)=O N-(1,3-dihydroxypropan-2-yl)oleamide